C(C)(C)(C)OC(=O)N1C(CCC(C1)=O)C=1C=CC2=C(N=CS2)C1 (benzo[d]thiazol-5-yl)-5-oxopiperidine-1-carboxylic acid tert-butyl ester